CYCLOPENT-2-EN-1-ONE C1(C=CCC1)=O